COC1=C(C2=CC=CC=C2C=C1)CN1C(=NC2=C1C=CC=C2)O 1-((2-methoxynaphthalen-1-yl)methyl)-1H-benzo[d]imidazol-2-ol